1-(3-((3-(4-phenoxyphenyl)-1H-pyrazolo[3,4-d]pyrimidin-1-yl)methyl)azetidin-1-yl)but-2-yn-1-one O(C1=CC=CC=C1)C1=CC=C(C=C1)C1=NN(C2=NC=NC=C21)CC2CN(C2)C(C#CC)=O